C(C)(C)(C)OC(=O)N[C@H](C(=O)O)C(C)(C)C (2S)-2-[(tert-butoxycarbonyl)amino]-3,3-dimethylbutanoic acid